OC=1C=C2CN(C(C2=CC1)=O)C1C(CCC1)O 5-hydroxy-2-(2-hydroxycyclopentyl)isoindolin-1-one